ClC1=C2C(=NC=NC2=CC=C1NC(\C=C\CNC(C)C)=O)NC1=C(C(=CC=C1)Cl)F (E)-N-(5-chloro-4-((3-chloro-2-fluorophenyl)amino)quinazolin-6-yl)-4-(isopropylamino)but-2-enamide